anthracenal C1(=CC=CC2=CC3=CC=CC=C3C=C12)C=O